1,3,5-tri(3,5-di-tert-butyl-4-hydroxybenzyl)2,4,6-trimethylbenzene C(C)(C)(C)C=1C=C(CC2=C(C(=C(C(=C2C)CC2=CC(=C(C(=C2)C(C)(C)C)O)C(C)(C)C)C)CC2=CC(=C(C(=C2)C(C)(C)C)O)C(C)(C)C)C)C=C(C1O)C(C)(C)C